N1C=C(C2=CC=CC=C12)B(O)O INDOLE-3-BORONIC ACID